NC1=CC=C(OC(OC2=CC=C(C=C2)N)[SiH2]CCCCCCCCCCCC)C=C1 bis(4-aminophenoxy)methyldodecyl-silane